2-(3-Fluorophenyl)-5,7-dimethyl-1,8-naphthyridin-4(1H)-one FC=1C=C(C=CC1)C=1NC2=NC(=CC(=C2C(C1)=O)C)C